N-((4-(3-(dimethylamino)azetidin-1-yl)-1-(4-(trifluoromethoxy)phenyl)-1H-pyrazolo[3,4-b]pyridin-3-yl)methyl)acrylamide CN(C1CN(C1)C1=C2C(=NC=C1)N(N=C2CNC(C=C)=O)C2=CC=C(C=C2)OC(F)(F)F)C